BrCCCCOC=1C(NC2=CC=CC=C2C1)=O (4-bromobutoxy)quinolin-2-one